The molecule is a pyrrolidine alkaloid that is a monocarboxylic acid amide obtained by the formal condensation of (8E)-2-methyl-3-oxodec-8-enoic acid with (2R)-pyrrolidin-2-ylmethanol. Isolated from the the cultured broth of the fungus Penicillium citrinum, it exhibits anti-fungal and antibacterial activity. It has a role as an antibacterial agent, an antifungal agent and a Penicillium metabolite. It is a pyrrolidine alkaloid, a primary alcohol and a monocarboxylic acid amide. C/C=C/CCCCC(=O)C(C)C(=O)N1CCC[C@@H]1CO